rac-6-oxa-3-azabicyclo[3.1.0]hexane-3-carboxylic acid tert-butyl ester C(C)(C)(C)OC(=O)N1CC2OC2C1